3-amino-pyrazine-2-carboxylic acid NC=1C(=NC=CN1)C(=O)O